BrC1=CC(=C(C(=C1)NC(C)C)N)F 5-bromo-3-fluoro-N1-(propan-2-yl)benzene-1,2-diamine